FC(COC(OCC(C(F)F)(F)F)OCC(C(F)F)(F)F)(C(F)F)F Tris(2,2,3,3-tetrafluoropropyl)orthoformate